BrC1=CC(=C(C=C1)B(O)O)C=O (4-bromo-2-formyl-phenyl)boronic acid